N,N'-((((1S,4S)-4-hydroxycyclohex-yl)azanediyl)bis-(octane-8,1-diyl))-bis(N-decyldecan-amide) OC1CCC(CC1)N(CCCCCCCCN(C(CCCCCCCCC)=O)CCCCCCCCCC)CCCCCCCCN(C(CCCCCCCCC)=O)CCCCCCCCCC